C([N+](CCC)(C)C)[N+](CCC)(C)C methylenebis(dimethylpropylammonium)